Isoamylazetat CC(C)CCOC(=O)C